P(=O)(OC(C1=C(C=C(C=C1C)C)C)=O)([O-])[O-].[Li+].[Li+] lithium 2,4,6-trimethylbenzoyl phosphate